COC1CC(C1)NC1=NC(=NN2C1=C(C(=C2)C=2C=NC=CC2)C2=NC=CC=C2)C=2N(C=CN2)C N-((1r,3r)-3-Methoxycyclobutyl)-2-(1-methyl-1H-imidazol-2-yl)-5-(pyridin-2-yl)-6-(pyridin-3-yl)pyrrolo[2,1-f][1,2,4]triazin-4-amine